BrC=1C=CC(=C2C=CC=NC12)C[C@@H](C(=O)OC)NC(C1=C(C=C(C=C1F)N1[C@H](COCC1)C(F)(F)F)F)=O methyl (S)-3-(8-bromoquinolin-5-yl)-2-(2,6-difluoro-4-((R)-3-(trifluoromethyl)morpholino)benzamido)propanoate